C(C)OC(=O)C1=CC(=NN1C)Br 3-bromo-1-methyl-1H-pyrazole-5-carboxylic acid ethyl ester